5-((2-Hydroxynaphthalen-1-yl)methylene)pyrimidine-2,4,6(1H,3H,5H)-trione OC1=C(C2=CC=CC=C2C=C1)C=C1C(NC(NC1=O)=O)=O